4-[5-[4-(2-oxopyrrolidin-1-yl)phenyl]-3-pyridinyl]-1H-pyrrolo[2,3-b]pyridine-2-carboxylic acid methyl ester COC(=O)C1=CC=2C(=NC=CC2C=2C=NC=C(C2)C2=CC=C(C=C2)N2C(CCC2)=O)N1